N1=C2N(N=C1)[C@@H](CC2)CO (S)-(6,7-dihydro-5H-pyrrolo[1,2-b][1,2,4]triazol-5-yl)methanol